(S)-6-(1-(5-(4-chloro-1-methyl-6-oxo-1,6-dihydropyridin-3-yl)-7-((2-methyl-1H-imidazol-1-yl)methyl)-1-oxo-3,4-dihydroisoquinolin-2(1H)-yl)ethyl)-4-ethoxynicotinonitrile ClC=1C(=CN(C(C1)=O)C)C1=C2CCN(C(C2=CC(=C1)CN1C(=NC=C1)C)=O)[C@@H](C)C1=NC=C(C#N)C(=C1)OCC